N-(7-methoxy-2-methylimidazo[1,2-a]pyrimidin-6-yl)-1,1-diphenylmethanimine COC1=NC=2N(C=C1N=C(C1=CC=CC=C1)C1=CC=CC=C1)C=C(N2)C